N1-(5-(tert-butyl)-[1,1'-biphenyl]-2-yl)benzene-1,2-diamine C(C)(C)(C)C=1C=CC(=C(C1)C1=CC=CC=C1)NC=1C(=CC=CC1)N